FC1=C(C=CC(=C1F)OC)C1=CN=C2N1C=CN=C2NC2=CC(=C(C(=O)NC1CNCCC1)C=C2)C 4-((3-(2,3-Difluoro-4-methoxyphenyl)imidazo[1,2-a]pyrazin-8-yl)amino)-2-methyl-N-(piperidin-3-yl)benzamide